BrC1=CC(=CC=C1)OC([2H])([2H])[2H] 1-bromo-3-(methoxy-d3)benzene